4-methoxy-1,5-naphthyridine-2-carboxylic acid COC1=CC(=NC2=CC=CN=C12)C(=O)O